2-(4-(deca-1,9-diyn-1-yl)phenyl)acetic acid C(#CCCCCCCC#C)C1=CC=C(C=C1)CC(=O)O